C(#N)C1=CC=C(OC(C(=O)NC=2SC3=C(N2)C=C(C(=C3)OC)OC)C3=C(C=CC=C3)S(=O)(=O)C(C)C)C=C1 2-(4-Cyano-phenoxy)-N-(5,6-dimethoxy-benzothiazol-2-yl)-2-[2-(propane-2-sulfonyl)-phenyl]-acetamide